5-fluoro-7-(hydroxymethyl)-2-[(oxacyclohexan-4-ylsulfanyl)methyl]-3H-quinazolin-4-one FC1=C2C(NC(=NC2=CC(=C1)CO)CSC1CCOCC1)=O